perfluorophenyl-molybdenum FC1=C(C(=C(C(=C1F)F)F)F)[Mo]